vanadium-tungsten-molybdenum-titanium [Ti].[Mo].[W].[V]